C(#N)C1=CC(=C(C=C1OC1=C(C=CC=C1C)C)NC(OC)=O)F Methyl [4-cyano-5-(2,6-dimethylphenoxy)-2-fluorophenyl]carbamate